ClCOC(=O)N1N=C(C=C1)C1=CC=CC=C1 3-phenyl-1H-pyrazole-1-carboxylic acid chloromethyl ester